O1C(CC1)CN1N=CC(=C1)B1OC(C(O1)(C)C)(C)C 1-(Oxetan-2-ylmethyl)-4-(4,4,5,5-tetramethyl-1,3,2-dioxaborolan-2-yl)-1H-pyrazole